(3Z)-6-chloro-3-hexenylbenzyloxymethyl ether ClC1=CC=C(C=C1COCOCOCC1=CC(=CC=C1Cl)C=CCCCC)C=CCCCC